CC1=C(C(=CC(=C1N)SC)SC)N 2-methyl-4,6-bis(methylthio)-1,3-phenylenediamine